N-(1-cyclopropyl-2-oxo-1,2-dihydropyridin-3-yl)-6-isopropoxy-2-((1S,4S)-1-methyl-2-oxabicyclo[2.2.1]hept-4-yl)-2H-pyrazolo[3,4-b]pyridine-5-carboxamide C1(CC1)N1C(C(=CC=C1)NC(=O)C1=CC=2C(N=C1OC(C)C)=NN(C2)[C@@]21CO[C@@](CC2)(C1)C)=O